(R)-N-(2,7-dimethylimidazo[1,2-a]pyrimidin-6-yl)-4-(3-methylpiperazin-1-yl)-2,3-dihydro-1H-pyrrolo[2,3-b]pyridine-1-carboxamide 2,2,2-trifluoroacetate FC(C(=O)O)(F)F.CC=1N=C2N(C=C(C(=N2)C)NC(=O)N2CCC=3C2=NC=CC3N3C[C@H](NCC3)C)C1